Zinc Chloride Zinc Carbonate C([O-])([O-])=O.[Zn+2].[Cl-].[Zn+2]